2-(4-(6-((5-chloropyridin-2-yl)methoxy)pyridin-2-yl)cyclohex-3-en-1-yl)acetaldehyde ClC=1C=CC(=NC1)COC1=CC=CC(=N1)C1=CCC(CC1)CC=O